tert-butyl 7-(2-((tert-butyldiphenylsilyl)oxy)-5-chlorophenyl)-3-iodo-1H-pyrrolo[3,2-b]pyridine-1-carboxylate [Si](C1=CC=CC=C1)(C1=CC=CC=C1)(C(C)(C)C)OC1=C(C=C(C=C1)Cl)C1=C2C(=NC=C1)C(=CN2C(=O)OC(C)(C)C)I